1H-indol-6-carbonitrile N1C=CC2=CC=C(C=C12)C#N